ClC=1C=C(C=CC1)NC(NC1=C(C(=O)NCC)C=CC(=C1)OC(F)(F)F)=O 2-[3-(3-chlorophenyl)ureido]-4-trifluoromethoxy-N-ethylbenzamide